C1(=C(C=CC=C1)N(C1=CC=2C(C3=CC=CC=C3C2C=C1)(C)C)C1=CC=C(C=C1)C=1CC(C=C(C1)C1=CC(=CC(=C1)C(C)(C)C)C(C)(C)C)(C1=CC=CC(=C1)C(C)(C)C)C(C)(C)C)C1=CC=CC=C1 N-(1,1'-biphenyl-2-yl)-N-(3',3''',5'',5'''-tetra-t-butyl-1,1':3',1'':5',1'''-quaterphenyl-4-yl)-9,9-dimethyl-9H-fluoren-2-amine